FC(=COC1=C(C=C(C=C[N+](=O)[O-])C=C1OC)OC)F 4-(2,2-Difluorovinyloxy)-3,5-dimethoxy-β-nitrostyrene